OC=1C(=C(C=C(C1)CCC)[O-])[C@@H]1C=C(CC[C@H]1C(=C)C)C 3-hydroxy-2-[(1R,6R)-6-isopropenyl-3-methylcyclohex-2-enyl]-5-propylphenolate